BrCCOCCOCCOC=1C=CC(=NC1)OC1=CC=C(O[C@@H](C(=O)OCC)C)C=C1 ethyl (R)-2-(4-((5-(2-(2-(2-bromoethoxy)ethoxy)-ethoxy)pyridin-2-yl)oxy)phenoxy)propanoate